FC1=CC=C(OC=2C=C(C=C(C2)OC2=CC=C(C=C2)C(NC)=O)NC(=O)N2CCN(CC2)C(CC2=CC(=CC=C2)OC)=O)C=C1 N-(3-(4-fluorophenoxy)-5-(4-(methylcarbamoyl)phenoxy)phenyl)-4-(2-(3-methoxyphenyl)acetyl)piperazine-1-carboxamide